C1(CC1)CN(C1CCN(CC1)C(=O)OC(C)(C)C)C1=CC=CC=C1 tert-butyl 4-((cyclopropylmethyl)-(phenyl)amino)piperidine-1-carboxylate